C1(CCC1)CN1C(=NC=C1)C=O 1-CYCLOBUTYLMETHYL-1H-IMIDAZOLE-2-CARBALDEHYDE